(allyloxy)-2,6-di-tert-butylphenol C(C=C)OC=1C(=C(C(=CC1)C(C)(C)C)O)C(C)(C)C